N-Cyclopropyl-2-methyl-6,7-dihydro-5H-pyrrolo[3,4-d]pyrimidin-4-amine dihydrochloride Cl.Cl.C1(CC1)NC=1C2=C(N=C(N1)C)CNC2